1-(6-(6-Methylpyridin-2-yl)-5-(3-(methylsulfinyl)phenyl)-2,3-dihydro-1H-imidazo[1,2-a]imidazol-1-yl)ethan-1-one CC1=CC=CC(=N1)C=1N=C2N(CCN2C(C)=O)C1C1=CC(=CC=C1)S(=O)C